C(=O)C=1C=C(C2=C(N=C(O2)N2CC3CCC(C2)N3C(=O)OC(C)(C)C)C1C(F)(F)F)C=1SC=CN1 tert-Butyl 3-(5-formyl-7-(thiazol-2-yl)-4-(trifluoromethyl)benzo[d]oxazol-2-yl)-3,8-diazabicyclo[3.2.1]octane-8-carboxylate